CC1=C(C=C(C=C1)C1=CC=C(C=C1)CN1CCOCC1)C(=O)N 4-methyl-4'-(morpholin-4-ylmethyl)biphenyl-3-carboxamide